(S)-(3-((N-(5,6-diamino-6-oxohexyl)-1-hydroxy-1,3-dihydrobenzo[c][1,2]oxaborole-6-carboxamido)methyl)phenyl)boronic acid N[C@@H](CCCCN(C(=O)C=1C=CC2=C(B(OC2)O)C1)CC=1C=C(C=CC1)B(O)O)C(=O)N